methyl (2S)-2-[[(2S)-2-(tert-butoxycarbonylamino)-4,4-dimethyl-pentanoyl] amino]-3-[(3S)-2-oxo-3-piperidyl]propanoate C(C)(C)(C)OC(=O)N[C@H](C(=O)N[C@H](C(=O)OC)C[C@H]1C(NCCC1)=O)CC(C)(C)C